Propenoic acid, 2-hydroxy-3-phenoxypropyl ester C(C=C)(=O)OCC(COC1=CC=CC=C1)O